C(#N)C1=CC(=C(COC2=CC=CC(=N2)C2CCN(CC2)CC2=NC3=C(N2C[C@H]2OCC2)C=CC(=C3O)C(=O)O)C=C1)F (S)-2-((4-(6-((4-Cyano-2-fluorobenzyl)oxy)pyridin-2-yl)piperidin-1-yl)methyl)-4-hydroxy-1-(oxetan-2-ylmethyl)-1H-benzo[d]imidazole-5-carboxylic acid